ClC=1C=C(CN2C=CC3=CC(=CC(=C23)C(=O)N[C@@H](C)C2=CC=C(C(=O)O)C=C2)C2=CC(=CC(=C2)F)F)C=CC1 (S)-4-(1-(1-(3-chlorobenzyl)-5-(3,5-difluorophenyl)-1H-indole-7-carboxamido)ethyl)benzoic acid